FC=1C=C2CCCC(C2=CC1)C1=C(C(=O)NC2=CC(=CC=C2)S(N)(=O)=O)C=CC(=C1)C(F)(F)F (6-fluoro-1,2,3,4-tetrahydronaphthalen-1-yl)-N-(3-sulfamoylphenyl)-4-(trifluoromethyl)benzamide